nickel acetate tetrahydrate O.O.O.O.C(C)(=O)[O-].[Ni+2].C(C)(=O)[O-]